CS(=O)(=O)C=1C=NC=CC1N 3-(methylsulfonyl)pyridin-4-amine